(S)-2-((2-((S)-4-(difluoromethyl)-2-oxooxazolidin-3-yl)-5,6-dihydrobenzo[f]imidazo[1,2-d][1,4]oxazepin-9-yl)amino)-3-methoxypropanamide FC([C@H]1N(C(OC1)=O)C=1N=C2N(CCOC3=C2C=CC(=C3)N[C@H](C(=O)N)COC)C1)F